N-(4-(4-morpholino-7-((2-(trimethylsilyl)ethoxy)methyl)-7H-pyrrolo[2,3-d]pyrimidin-6-yl)phenyl)-1-(4-(4,4,5,5-tetramethyl-1,3,2-dioxaborolan-2-yl)phenyl)methanesulfonamide O1CCN(CC1)C=1C2=C(N=CN1)N(C(=C2)C2=CC=C(C=C2)NS(=O)(=O)CC2=CC=C(C=C2)B2OC(C(O2)(C)C)(C)C)COCC[Si](C)(C)C